O=C1NC(CCC1N1C(C2=CC=C(C=C2C1=O)N1CCC(CC1)CN1CCC(CC1)C=1N=C2N(C=C(C(=C2)OC)NC(=O)C2=NC(=CC=C2)C(F)(F)F)C1)=O)=O N-(2-(1-((1-(2-(2,6-dioxopiperidin-3-yl)-1,3-dioxoisoindolin-5-yl)piperidin-4-yl)methyl)piperidin-4-yl)-7-methoxyimidazo[1,2-a]pyridin-6-yl)-6-(trifluoromethyl)pyridine-2-carboxamide